2-(9-ethyl-6-((2S,5R)-4-(1-(3-methoxyphenyl)ethyl)-2,5-dimethylpiperazin-1-yl)-3-methyl-2-oxo-3,9-dihydro-2H-purin-8-yl)acetonitrile C(C)N1C=2N(C(N=C(C2N=C1CC#N)N1[C@H](CN([C@@H](C1)C)C(C)C1=CC(=CC=C1)OC)C)=O)C